1-((6-(2-(3-hydroxy-3-methylbut-1-yn-1-yl)thiazol-5-yl)isoquinolin-4-yl)methyl)piperidine-4-carboxylic acid OC(C#CC=1SC(=CN1)C=1C=C2C(=CN=CC2=CC1)CN1CCC(CC1)C(=O)O)(C)C